(S)-6-cyclobutoxy-N-(5-methylpyrazolo[1,5-a]pyrimidin-3-yl)-2-(tetrahydro-2H-pyran-3-yl)-2H-pyrazolo[3,4-b]pyridine-5-carboxamide C1(CCC1)OC=1C(=CC=2C(N1)=NN(C2)[C@@H]2COCCC2)C(=O)NC=2C=NN1C2N=C(C=C1)C